thiazine-6-carboxylic acid S1NC=CC=C1C(=O)O